N,N'-Bis(2-chloroethyl)-N-nitrosourea ClCCN(C(=O)NCCCl)N=O